BrC1=CSC=2N(C(=CC21)C(=O)N)CC(F)(F)F 3-bromo-6-(2,2,2-trifluoroethyl)thieno[2,3-b]pyrrole-5-carboxamide